(4-(((R)-1-hydroxy-4-methylpent-2-yl)amino)-6-((R)-2-(2,3,4-trifluorophenyl)propyl)-1,3,5-triazin-2-yl)methanesulfonamide OC[C@@H](CC(C)C)NC1=NC(=NC(=N1)C[C@@H](C)C1=C(C(=C(C=C1)F)F)F)CS(=O)(=O)N